FC(C(=O)O)(F)F.FC(C(=O)O)(F)F.CC=1C=2N(C=C(N1)C)N=C(C2)C2=NC1=CC=C(C=C1C(N2)=O)N2CCNC1(CC1)C2 2-(4,6-Dimethylpyrazolo[1,5-a]pyrazin-2-yl)-6-(4,7-diazaspiro[2.5]oct-7-yl)quinazolin-4(3H)-one bistrifluoroacetate